N[C@@H](C(=O)NCCC1=CC(=C(C=C1)OC)OC)CC(C)(C)C (R)-2-amino-N-(3,4-dimethoxyphenethyl)-4,4-dimethylvaleramide